C[C@@H]1[C@H](OC2=CC(=O)C(=C[C@@]12CC=C)OC)C3=CC4=C(C=C3)OCO4 The molecule is a neolignan with formula C20H20O5 that is isolated from Ocotea cymbarum and Piper wallichii. It is active against a variety of parasites including T. cruzi, the vector for Chagas disease. It has a role as a plant metabolite, a trypanocidal drug and an antifeedant. It is a neolignan, a member of 1-benzofurans, an olefinic compound, a ring assembly, a cyclic ketone, an enol ether, an enone and a member of benzodioxoles.